1,1,2-trichloropropene ClC(=C(C)Cl)Cl